1-((R)-3-(cyanomethyl)piperazin-1-yl)-3-(((S)-1-methylpyrrolidin-2-yl)methoxy)-6-(naphthalen-1-yl)-5,6,7,8-tetrahydro-2,6-naphthyridine-4-carbonitrile hydrochloride Cl.C(#N)C[C@@H]1CN(CCN1)C1=NC(=C(C=2CN(CCC12)C1=CC=CC2=CC=CC=C12)C#N)OC[C@H]1N(CCC1)C